C(C)C1=NN=C2N1C1=C(C(=CC(=C1NC2(C)C)F)C2=C1C=CN(C1=CC=C2)CCOC)C 1-Ethyl-6-fluoro-8-[1-(2-methoxy-ethyl)-1H-indol-4-yl]-4,4,9-trimethyl-5H-[1,2,4]triazolo[4,3-a]quinoxaline